CC1=NN(C(=C1)C)C=1N=C(C2=C(N1)N(C=C2)C)NC2=CC=C(C=C2)C(C)C 2-(3,5-dimethyl-1H-pyrazol-1-yl)-7-methyl-N-(4-isopropylphenyl)-7H-pyrrolo[2,3-d]pyrimidin-4-amine